N1C(COC=2C1=C1C(N=CC1=CC2)=O)=O [1,4]oxazino[3,2-e]isoindole-2,9(1H,3H)-dione